NC1=C(C(=NN1C(C)C)C(=O)NC=1C(=NC=C(C1)NC(CC1CCCCC1)=O)F)C(=O)N 5-amino-N3-(5-(2-cyclohexylacetamido)-2-fluoropyridin-3-yl)-1-isopropyl-1H-pyrazole-3,4-dicarboxamide